2,6-dinitro-4-methoxy-5-(3-chloropropoxy)benzonitrile [N+](=O)([O-])C1=C(C#N)C(=C(C(=C1)OC)OCCCCl)[N+](=O)[O-]